2-[4-[(E)-3-(4-Chloro-2-hydroxyphenyl)-3-oxoprop-1-enyl]phenyl]sulfanyl-2-methylpropanoic acid ClC1=CC(=C(C=C1)C(/C=C/C1=CC=C(C=C1)SC(C(=O)O)(C)C)=O)O